2,3-bis(4-ethylphenyl)-5-phenyltetrazolium chloride CCC1=CC=C(C=C1)N2N=C(N=[N+]2C3=CC=C(C=C3)CC)C4=CC=CC=C4.[Cl-]